4-methyl-N-(4-(4-morpholinopiperidin-1-yl)quinazolin-7-yl)benzamide CC1=CC=C(C(=O)NC2=CC=C3C(=NC=NC3=C2)N2CCC(CC2)N2CCOCC2)C=C1